(2R,3R,4S,5R)-4-(benzyloxy)-5-[(benzyloxy) methyl]-2-(5-fluoro-2,4-dioxo-3H-pyrimidin-1-yl)-5-[2-(triethylsilyl) ethynyl]oxolan-3-yl acetate C(C)(=O)O[C@H]1[C@@H](O[C@]([C@H]1OCC1=CC=CC=C1)(C#C[Si](CC)(CC)CC)COCC1=CC=CC=C1)N1C(NC(C(=C1)F)=O)=O